ethyl (9-((2R,4S,5R)-5-(((tert-butyldiphenylsilyl)oxy)methyl)-5-ethynyl-4-hydroxytetrahydrofuran-2-yl)-2-fluoro-9H-purin-6-yl)carbamate [Si](C1=CC=CC=C1)(C1=CC=CC=C1)(C(C)(C)C)OC[C@@]1([C@H](C[C@@H](O1)N1C2=NC(=NC(=C2N=C1)NC(OCC)=O)F)O)C#C